CNS(=O)(=O)C1=CC(=C(C=C1)NC=1C=NC(=CC1)OC(F)(F)F)C=1N=C2O[C@@H](CN2C1)C (R)-N-methyl-3-(2-methyl-2,3-dihydroimidazo[2,1-b]oxazol-6-yl)-4-((6-(trifluoromethoxy)pyridin-3-yl)amino)benzenesulfonamide